NC=1N=C(C2=C(N1)C=C(N(C2=O)CC2=CC=C(C=C2)CN2CCCC2)C)NCCCC 2-amino-4-(butylamino)-7-methyl-6-(4-(pyrrolidin-1-ylmethyl)benzyl)pyrido[4,3-d]pyrimidin-5(6H)-one